3-(trans-4-azidocyclohexyl)-4-methyl-5-{[3-(trifluoromethyl)phenoxy]methyl}-4H-1,2,4-triazole N(=[N+]=[N-])[C@@H]1CC[C@H](CC1)C1=NN=C(N1C)COC1=CC(=CC=C1)C(F)(F)F